N-((3,5-dichloropyridin-2-yl)methylene)-2-methylpropan-2-sulfinamide ClC=1C(=NC=C(C1)Cl)C=NS(=O)C(C)(C)C